C[C@@H](CO)C1=CC=CC=C1 (+-)-2-phenyl-1-propanol